glycine Benzyl Ester C(C1=CC=CC=C1)OC(CN)=O